5-(2-(Dimethylamino)ethoxy)-N-(1-(isoquinolin-5-yl)cyclopropyl)-2-methylbenzamide CN(CCOC=1C=CC(=C(C(=O)NC2(CC2)C2=C3C=CN=CC3=CC=C2)C1)C)C